N-[4-amino-2-(4,4-difluoropiperidinyl)-6-methyl-(3-pyridinyl)][2-(6-azaspiro[2.5]oct-6-yl)-4-bromophenyl]carboxamide NC1=C(C(=NC(=C1)C)N1CCC(CC1)(F)F)NC(=O)C1=C(C=C(C=C1)Br)N1CCC2(CC2)CC1